(S)-4-((5-((2-(dimethylamino)-1-phenylethyl)carbamoyl)-6,6-dimethyl-1,4,5,6-tetrahydropyrrolo[3,4-c]pyrazol-3-yl)carbamoyl)benzoic acid CN(C[C@H](C1=CC=CC=C1)NC(=O)N1C(C=2NN=C(C2C1)NC(=O)C1=CC=C(C(=O)O)C=C1)(C)C)C